OC([C@H](O)[C@@H](O)[C@H](O)[C@H](O)CO)[2H] Sorbitol-d